C(C)NC(=O)C=1C=NN(C1)COCC1=CC=C(C=C1)C1=NOC(=N1)C(F)(F)F N-ethyl-1-[[[4-[5-(trifluoromethyl)-1,2,4-oxadiazol-3-yl]phenyl]methoxy]methyl]-1H-pyrazole-4-carboxamide